N1(N=CC=C1)C1=CC=C(CN(C=2C3=C(N=CN2)N(C=C3)C[C@@H]3[C@H](CN(CC3)CC(=O)N)O)CC)C=C1 |o1:21,22| rel-2-((3R,4R)-4-((4-((4-(1H-pyrazol-1-yl)benzyl)(ethyl)amino)-7H-pyrrolo[2,3-d]pyrimidin-7-yl)methyl)-3-hydroxypiperidin-1-yl)acetamide